2-((Tert-butyldiphenylsilyl)oxy)propylene [Si](C1=CC=CC=C1)(C1=CC=CC=C1)(C(C)(C)C)OC(=C)C